3-((3-butyl-5-(4-fluorophenyl)-3-methyl-7-(methylsulfanyl)-1,1-dioxo-2,3,4,5-tetrahydro-1,5-benzothiazepin-8-yl)oxy)-2-hydroxypropionic acid C(CCC)C1(CS(C2=C(N(C1)C1=CC=C(C=C1)F)C=C(C(=C2)OCC(C(=O)O)O)SC)(=O)=O)C